2-(8-anilino-5,6,7,8-tetrahydronaphthalen-1-yl)-N-(2,6-diisopropylphenyl)quinoline N(C1=CC=CC=C1)C1CCCC=2C=CC=C(C12)C1N(C2=CC=CC=C2C=C1)C1=C(C=CC=C1C(C)C)C(C)C